C(#N)CC1=C(C=CC=C1)N(C(S)=S)C 2-cyanomethyl-N-methyl-N-phenyldithiocarbamic acid